BrC1=C(C=C(C(=O)NC2=CC(=C(C=C2)Br)C)C=C1)Cl 4-bromo-N-(4-bromo-3-methyl-phenyl)-3-chloro-benzamide